C(C)(C)(C)OC(=O)N1C[C@@H](CC1)NCCC1=CNC2=CC=CC=C12 (R)-3-[2-(indol-3-yl)ethylamino]pyrrolidine-1-carboxylic acid tert-butyl ester